2-(4-(benzo[d]thiazol-2-ylmethyl)piperazin-1-yl)-5-ethyl-4-isopropoxybenzonitrile S1C(=NC2=C1C=CC=C2)CN2CCN(CC2)C2=C(C#N)C=C(C(=C2)OC(C)C)CC